P(O)(=O)(OP(=O)(O)OP(=O)(O)O)OC[C@@H]1[C@H](C[C@@](O1)(N1C(=O)NC(=O)C=C1)F)O fluoro-2'-deoxyuridine-5'-triphosphate